allyl-dibutyl-tin C(C=C)[Sn](CCCC)CCCC